C[C@H]1N(CCN(C1)C)[C@H](C(=O)NC=1C=CC=C2C(=CNC12)C1=NC(=NC=C1C)NC1=C(C(=CC=C1)S(=O)(=O)C)F)COC (S)-2-((R)-2,4-dimethylpiperazin-1-yl)-N-(3-(2-((2-fluoro-3-(methylsulfonyl)phenyl)amino)-5-methyl-pyrimidin-4-yl)-1H-indol-7-yl)-3-methoxypropanamide